C(=O)(O)CCC=CC(=O)O 3-carboxyethyl-acrylic acid